{4-(2-fluorenyl)thiophenyl}(2-fluorenyl)phenylsulfonium methanesulfonate CS(=O)(=O)[O-].C1=C(C=CC=2C3=CC=CC=C3CC12)SC1=CC=C(C=C1)[S+](C1=CC=CC=C1)C1=CC=2CC3=CC=CC=C3C2C=C1